(R)-5-trifluoromethoxy-1-(4-trifluoromethoxyphenyl)benzo[d][1,3,2]thiaselenazol-1-one FC(OC=1C=CC2=C([Se]NS2(=O)C2=CC=C(C=C2)OC(F)(F)F)C1)(F)F